(S)-3-methyl-6-(4-((1-methylpiperidin-4-yl)oxy)phenyl)-2,3,4,5-tetrahydropyridine C[C@@H]1CN=C(CC1)C1=CC=C(C=C1)OC1CCN(CC1)C